C(\C(\C)=C/C(=O)OCC)(=O)OCC diethyl citraconate